N-(1-acryloylazetidin-3-yl)-N-(4,4-difluoro-1-{4-[(1S)-1-{[2-oxo-1-(propan-2-yl)-1,2-dihydro-1,6-naphthyridin-7-yl]amino}ethyl]phenyl}cyclohexyl)acetamide silicon titanium salt [Ti].[Si].C(C=C)(=O)N1CC(C1)N(C(C)=O)C1(CCC(CC1)(F)F)C1=CC=C(C=C1)[C@H](C)NC1=NC=C2C=CC(N(C2=C1)C(C)C)=O